COC1=CC=C(C=C1)C(C(=O)ONC(OCC(Cl)(Cl)Cl)=O)C 2,2,2-Trichloroethyl ((2-(4-methoxyphenyl)propanoyl)oxy)carbamate